sodium strontium silicate [Si]([O-])([O-])([O-])O.[Sr+2].[Na+]